CC1=C(C(CC(C1)(C)C)=O)SC1=CC=CC=C1 3,5,5-trimethyl-2-phenylsulfanyl-cyclohex-2-en-1-one